5-methoxy-6-(3-(1-methyl-1H-pyrazol-3-yl)phenyl)-N-(pyridin-3-yl)-2-(pyridin-4-yl)pyrimidin-4-amine formate C(=O)O.COC=1C(=NC(=NC1C1=CC(=CC=C1)C1=NN(C=C1)C)C1=CC=NC=C1)NC=1C=NC=CC1